(+)-4-Carene CC1CC2C(C2(C)C)C=C1